CN1N=CC=C1C1CCN(CC1)C1CC2(C1)CN(CC2)C(=O)OCC ethyl 2-[4-(1-methyl-1H-pyrazol-5-yl) piperidin-1-yl]-6-azaspiro[3.4]octane-6-carboxylate